{6'-amino-5'-[1-(2,6-dichloro-3-fluoro-phenyl)-ethoxy]-[2,3']bipyridinyl-4-yl}-(4-methyl-piperazin-1-yl)-methanone NC1=C(C=C(C=N1)C1=NC=CC(=C1)C(=O)N1CCN(CC1)C)OC(C)C1=C(C(=CC=C1Cl)F)Cl